The molecule is a diol that is undecane in which a hydrogen attached to each of the terminal methyl groups has been replaced by a hydroxy group. It is a diol, an aliphatic alcohol and a primary alcohol. C(CCCCCO)CCCCCO